5-Amino-1-isopropyl-3-[4-([[5-(2-methylbutan-2-yl)-1,2-oxazol-3-yl]carbamoyl]methyl)phenyl]pyrazole-4-carboxamide NC1=C(C(=NN1C(C)C)C1=CC=C(C=C1)CC(NC1=NOC(=C1)C(C)(CC)C)=O)C(=O)N